cyclopenta[a]phenanthren-3-yl (4-aminobutyl)(3-aminopropyl)carbamate dihydrochloride Cl.Cl.NCCCCN(C(OC=1C=CC2=C3C=CC=4C=CCC4C3=CC=C2C1)=O)CCCN